N-(3,4-difluorophenyl)-2-oxa-6-azaspiro[3.3]heptan-6-carbothioamide FC=1C=C(C=CC1F)NC(=S)N1CC2(COC2)C1